C[C@@H]1[C@@H](OC(=O)N1)C2=CC=CC=C2 (4R,5S)-(+)-4-methyl-5-phenyl-2-oxazolidinone